OC1=C(C=CC=C1)C1SCC(N1)C(=O)O 2-(2-hydroxyphenyl)-1,3-thiazolidine-4-carboxylic acid